ethyl 2-methyl-8-[3-(trifluoromethyl)phenyl]-2H,8H-pyrazolo[3,4-b]indole-5-carboxylate Ethyl-3-(3-amino-1-methyl-1H-pyrazol-4-yl)-4-chlorobenzoate C(C)OC(C1=CC(=C(C=C1)Cl)C=1C(=NN(C1)C)N)=O.CN1N=C2N(C3=CC=C(C=C3C2=C1)C(=O)OCC)C1=CC(=CC=C1)C(F)(F)F